CNCC1OCC(C2=C1SC=C2)C N-methyl-1-(4-methyl-4,7-dihydro-5H-thieno[2,3-c]pyran-7-yl)methylamine